BrC1=CC(=CC(=C1)OCC1=CC(=CC=C1)C)Cl 1-bromo-3-chloro-5-((3-methylbenzyl)oxy)benzene